C(#N)C1=CC(=C(C=C1)N1CC(N(C2(CCN(C2)C(=O)OC)C1=O)CC1=CC=C(C=C1)C(F)(F)F)=O)F methyl 9-(4-cyano-2-fluoro-phenyl)-7,10-dioxo-6-(4-(trifluoromethyl)benzyl)-2,6,9-triazaspiro[4.5]-decane-2-carboxylate